1-(4-chloroquinolin-6-yl)-1-(3-fluoropyridin-2-yl)ethan-1-ol ClC1=CC=NC2=CC=C(C=C12)C(C)(O)C1=NC=CC=C1F